ClC1=C(C=CC(=N1)C(=O)NCC(F)F)N1CCN(CC1)C1C=C(CC1)C=1NC(C(=CN1)C)=O 6-chloro-N-(2,2-difluoroethyl)-5-(4-(3-(5-methyl-6-oxo-1,6-dihydropyrimidin-2-yl)cyclopent-2-en-1-yl)piperazin-1-yl)picolinamide